7-(methyl(7-toluenesulfonyl-7H-pyrrolo[2,3-d]pyrimidin-4-yl)amino)-N-(3-(methylthio)-1,2,4-thiadiazol-5-yl)-2-azaSpiro[3.5]nonane-2-carboxamide CN(C1CCC2(CN(C2)C(=O)NC2=NC(=NS2)SC)CC1)C=1C2=C(N=CN1)N(C=C2)S(=O)(=O)CC2=CC=CC=C2